C(C)N(C(C(=O)C1=CNC2=CC=CC(=C12)F)=O)CC N,N-diethyl-2-(4-fluoro-1H-indol-3-yl)-2-oxoacetamide